N-(4-(3-amino-1H-pyrazolo[4,3-c]pyridin-4-yl)-2-((4-fluorophenyl)methoxy)phenyl)-2,2,2-trifluoroethane-1-sulfonamide NC1=NNC2=C1C(=NC=C2)C2=CC(=C(C=C2)NS(=O)(=O)CC(F)(F)F)OCC2=CC=C(C=C2)F